C(C1=CC=CC=C1)(=O)C1=CC=C(C=C1)SC1=CC=C(C=C1)C(C(C)(S(=O)(=O)C1=CC=C(C=C1)C)C)=O 1-[4-(4-benzoylphenylthio)phenyl]-2-methyl-2-(4-methylbenzenesulfonyl)propan-1-one